COCC(C=CS(=O)(=O)C)N 1-methoxy-4-methylsulfonyl-but-3-en-2-amine